CSC=1N=CC2=C(N1)C=CN=C2C#CC 2-(methylthio)-5-(propynyl)pyrido[4,3-d]pyrimidine